2-(2-(Chroman-6-yl)-6-isopropyl-5,8-dioxo-5,6,7,8-tetrahydro-4H-pyrazolo[1,5-a]pyrrolo[3,4-D]pyrimidin-4-yl)-N-(5-fluoropyridin-2-yl)acetamide O1CCCC2=CC(=CC=C12)C1=NN2C(N(C3=C(C2=O)CN(C3=O)C(C)C)CC(=O)NC3=NC=C(C=C3)F)=C1